FC(C(C)(C)C1=CC(=NO1)NC(=O)C1=CSC=2CN(CCC21)C(=O)OC(C)(C)C)(F)F tert-butyl 3-((5-(1,1,1-trifluoro-2-methylpropan-2-yl)isoxazol-3-yl)carbamoyl)-4,7-dihydrothieno[2,3-c]pyridine-6(5H)-carboxylate